tripyryl phosphate P(=O)(OC1OC=CC=C1)(OC1OC=CC=C1)OC1OC=CC=C1